(Z)-dec-4-enylpyrrolidinone C(CC\C=C/CCCCC)N1C(CCC1)=O